O=S1(CCC(CC1)C(N1C=NC2=CC=C(C=C2C1=O)C=1C=NNC1)C1=CC(=CC=C1)OC)=O 3-((1,1-Dioxidotetrahydro-2H-thiopyran-4-yl)(3-methoxyphenyl)methyl)-6-(1H-pyrazol-4-yl)quinazolin-4(3H)-one